4-[(3aR,9bR)-7-[(2,5-dichlorophenyl)methoxy]-9b-(4-fluorobenzenesulfonyl)-1H,2H,3H,3aH,4H,5H,9bH-benzo[e]indole-3-carbonyl]-1λ6-thiane-1,1-dione ClC1=C(C=C(C=C1)Cl)COC1=CC2=C([C@@]3(CCN([C@@H]3CC2)C(=O)C2CCS(CC2)(=O)=O)S(=O)(=O)C2=CC=C(C=C2)F)C=C1